C(C)N1C(C2=CC(=CC=C2C1)B(O)O)=O (2-ETHYL-1-OXOISOINDOLIN-6-YL)BORONIC ACID